(S)-3-(3-Bromo-4-cyano-1H-pyrazol-1-yl)-N-(4-cyano-3-(trifluoromethyl)phenyl)-2-hydroxy-2-methylpropanamide BrC1=NN(C=C1C#N)C[C@](C(=O)NC1=CC(=C(C=C1)C#N)C(F)(F)F)(C)O